5-tert-Butyl-[1,2,4]oxadiazole-3-carboxylic acid {(S)-8-[2-(1-methyl-1H-pyrazol-4-yl)-3H-imidazo[4,5-b]pyridin-7-yl]-2,3,4,5-tetrahydro-benzo[b]oxepin-5-yl}-amide CN1N=CC(=C1)C1=NC=2C(=NC=CC2C=2C=CC3=C(OCCC[C@@H]3NC(=O)C3=NOC(=N3)C(C)(C)C)C2)N1